(R)-N-((R)-1-(3-(1,1-Difluoro-2-methoxyethyl)phenyl)ethyl)-2-methylpropane-2-sulfinamide FC(COC)(F)C=1C=C(C=CC1)[C@@H](C)N[S@](=O)C(C)(C)C